N-[[4-[(5S)-5-(3,5-dichloro-4-fluorophenyl)-5-(trifluoromethyl)-4H-isoxazol-3-yl]-2,3-dihydrobenzofuran-7-yl]methyl]propanamide ClC=1C=C(C=C(C1F)Cl)[C@@]1(CC(=NO1)C1=CC=C(C2=C1CCO2)CNC(CC)=O)C(F)(F)F